6-(1-methyl-1H-pyrazol-4-yl)-3-(piperazin-1-yl)pyrazolo[1,5-a]pyridine CN1N=CC(=C1)C=1C=CC=2N(C1)N=CC2N2CCNCC2